(R)-1-cyclopropyl-3-(5-(2-(2,5-difluorophenyl)-4,4-difluoropyrrolidin-1-yl)pyrazolo[1,5-a]pyrimidin-3-yl)urea C1(CC1)NC(=O)NC=1C=NN2C1N=C(C=C2)N2[C@H](CC(C2)(F)F)C2=C(C=CC(=C2)F)F